C(C)(=O)ON(CCN(OC(C)=O)OC(C)=O)OC(C)=O.[Na] Sodium Ethylenediamine Tetraacetate